C(#N)C(C)(C)C1=CC(=NC=C1)C(=O)NC1=CC(=C(C=C1)C)C1=CC2=C(N=C(N=C2)NC)N2C1=NCC2 4-(2-cyanoprop-2-yl)-N-(4-methyl-3-(2-(methylamino)-8,9-dihydroimidazo[1',2':1,6]pyrido[2,3-d]pyrimidin-6-yl)phenyl)picolinamide